TMS-tetramethylsilane [Si](C)(C)(C)C[Si](C)(C)C